C(C)N1C=C(C(=C(C1=O)C)C)C=1NC2=CC=C(C=C2C1C(C)C)C1CCN(CC1)CC(=O)NC 2-(4-(2-(1-ethyl-4,5-dimethyl-6-oxo-1,6-dihydropyridin-3-yl)-3-isopropyl-1H-indol-5-yl)piperidin-1-yl)-N-methylacetamide